6''-Bromo-8''-methyl-1'',5''-dioxo-1'',5''-dihydro-2''H-dispiro[cyclopropane-1,1'-cyclohexane-4',3''-imidazo[1,5-a]pyridine]-2-carboxylic acid BrC1=CC(=C2N(C1=O)C1(NC2=O)CCC2(CC1)C(C2)C(=O)O)C